2-methyl-1,3-bis(2-(trifluoromethyl)pyridin-4-yl)propane-1,3-dione CC(C(=O)C1=CC(=NC=C1)C(F)(F)F)C(=O)C1=CC(=NC=C1)C(F)(F)F